2-Methyl-yl-oxobenzenebutanoic acid C=C1C(C=CC=C1)CCC(C(=O)O)=O